N-(2,4-dimethoxybenzyl)pyridin-2-amine COC1=C(CNC2=NC=CC=C2)C=CC(=C1)OC